5,10,15,20-tetrakis-(3-methoxyphenyl)porphyrin COC=1C=C(C=CC1)C=1C2=CC=C(N2)C(=C2C=CC(C(=C3C=CC(=C(C=4C=CC1N4)C4=CC(=CC=C4)OC)N3)C3=CC(=CC=C3)OC)=N2)C2=CC(=CC=C2)OC